2-(2-chloro-4-(trifluoromethyl)phenyl)-5,7-dihydroxy-8-((2R,3S)-2-(hydroxymethyl)-1-methylpyrrolidin-3-yl)-4H-chromen-4-one ClC1=C(C=CC(=C1)C(F)(F)F)C=1OC2=C(C(=CC(=C2C(C1)=O)O)O)[C@H]1[C@@H](N(CC1)C)CO